ClC1=NC(=C(C(=O)NC2=C(C=CC(=C2)N2N=NC(=C2)C(NCCCN2CCOCC2)=O)N2CCN(CC2)C)C=C1)C(F)(F)F 6-chloro-N-(2-(4-methylpiperazin-1-yl)-5-(4-((3-morpholinopropyl)carbamoyl)-1H-1,2,3-triazol-1-yl)phenyl)-2-(trifluoromethyl)nicotinamide